3-methoxy-4-hydroxybenzoic acid methyl ester COC(C1=CC(=C(C=C1)O)OC)=O